NC1=NC=NC(=C1O)Cl 4-amino-6-chloropyrimidin-5-ol